2-Chloro-4-fluoro-5-iodo-pyridine ClC1=NC=C(C(=C1)F)I